(E)-N'-((1H-indol-3-yl)methylene)-2-cyanoacetohydrazide N1C=C(C2=CC=CC=C12)\C=N\NC(CC#N)=O